(±)-Trans-tert-butyl 5-(5-((3-(ethoxycarbonyl)cyclohexyl)oxy)pyrazin-2-yl)-3-methylisoxazole-4-carboxylate C(C)OC(=O)[C@@H]1C[C@H](CCC1)OC=1N=CC(=NC1)C1=C(C(=NO1)C)C(=O)OC(C)(C)C |r|